4-amino-7-cyclopropyl-1-(4-fluoro-2-methylphenyl)pyrido[2,3-d]pyrimidin-2-one NC=1C2=C(N(C(N1)=O)C1=C(C=C(C=C1)F)C)N=C(C=C2)C2CC2